2-(7,9-dimethyl-9H-carbazol-2-yl)-N-(4-fluorophenethyl)acetamide CC1=CC=C2C=3C=CC(=CC3N(C2=C1)C)CC(=O)NCCC1=CC=C(C=C1)F